NC=1C2=C(N=CN1)N(C=C2C#CC2=C(C=C(C=C2F)F)OCC)[C@@H]2O[C@@H]([C@H]([C@H]2O)O)CNS(N)(=O)=O 4-amino-7-[(2R,3R,4S,5R)-3,4-dihydroxy-5-[(sulfamoylamino)methyl]tetrahydrofuran-2-yl]-5-[2-(2-ethoxy-4,6-difluorophenyl)ethynyl]pyrrolo[2,3-d]pyrimidine